CC1=NC(=NC(=C1)C)N1CC(OCC1)C1=CC=C(C=N1)C=CC(=O)N 3-(6-(4-(4,6-dimethylpyrimidin-2-yl)morpholin-2-yl)pyridin-3-yl)propenamide